3-(m-tolyl)-3H-imidazo[4,5-b]pyridine C1(=CC(=CC=C1)N1C=NC=2C1=NC=CC2)C